(1S,5R)-3-(8-cyanoquinolin-5-yl)-N-(4-(pyrrolidin-1-yl)phenyl)-5-(trifluoromethyl)-3-azabicyclo[3.1.0]hexane-1-carboxamide C(#N)C=1C=CC(=C2C=CC=NC12)N1C[C@@]2(C[C@@]2(C1)C(F)(F)F)C(=O)NC1=CC=C(C=C1)N1CCCC1